COC1C2(CC2)CCNC1 4-methoxy-6-azaspiro[2.5]octane